1-(3-(difluoromethyl)-2-fluorophenyl)ethylamine FC(C=1C(=C(C=CC1)C(C)N)F)F